ClC=1C=CC(=C(C1)NN(C(C(=O)NC1(N(C2=CC=CC=C2C1)C(=O)[O-])C(=O)[O-])CC1=CC=C(C=C1)NC(=O)NS(=O)(=O)C1CC1)C(C=O)=O)N1N=NN=C1 2-(2-(((5-chloro-2-(1H-tetrazol-1-yl) phenyl) amino)-2-oxoacetylamino)-3-(4-(3-(cyclopropylsulfonyl) ureido) phenyl) propionamido)-1H-indole-1,2-dicarboxylate